3-(5-hydroxy-1-oxoisoindolin-2-yl)-1-(4-meth-oxybenzyl)piperidine-2,6-dione OC=1C=C2CN(C(C2=CC1)=O)C1C(N(C(CC1)=O)CC1=CC=C(C=C1)OC)=O